(4S)-N-(benzo[d]thiazol-6-yl(4-chlorophenyl)methyl)-2-oxoimidazolidine-4-carboxamide S1C=NC2=C1C=C(C=C2)C(NC(=O)[C@H]2NC(NC2)=O)C2=CC=C(C=C2)Cl